FC1=C(C=C2CCC(NC2=C1)=O)NC(=O)N[C@@H](C)C=1N(N=CN1)C1=NC=CC=N1 1-(7-fluoro-2-oxo-3,4-dihydro-1H-quinolin-6-yl)-3-[(1S)-1-(2-pyrimidin-2-yl-1,2,4-triazol-3-yl)ethyl]urea